1-((5-(2-(1-(2-aminopyridin-3-yloxy)ethyl)-4-fluorophenyl)-1-methyl-1H-pyrazol-4-yl)methyl)-1H-imidazole-4-carbonitrile NC1=NC=CC=C1OC(C)C1=C(C=CC(=C1)F)C1=C(C=NN1C)CN1C=NC(=C1)C#N